4-(1,3-dioxoisoindolin-2-yl)butane-1-sulfonic acid O=C1N(C(C2=CC=CC=C12)=O)CCCCS(=O)(=O)O